(Z)-1-(((1r,4r)-4-aminocyclohexyl)methyl)-3-((3,5-dimethyl-1H-pyrrol-2-yl)methylene)-2-oxo-N-((tetrahydro-2H-pyran-4-yl)methyl)indole-6-carboxamide hydrochloride Cl.NC1CCC(CC1)CN1C(\C(\C2=CC=C(C=C12)C(=O)NCC1CCOCC1)=C/C=1NC(=CC1C)C)=O